C(#N)[C@H](C[C@H]1C(NC(C1)(C)C)=O)NC(=O)[C@H](CC(C)(C)C)NC(=O)C=1NC2=CC=CC(=C2C1)OC N-[(1S)-1-[[(1S)-1-cyano-2-[(3R)-5,5-dimethyl-2-oxo-pyrrolidin-3-yl]ethyl]carbamoyl]-3,3-dimethyl-butyl]-4-methoxy-1H-indole-2-carboxamide